BrC=1C=C2C(NC(=NC2=CC1)N1CCN(CC1)C)=O 6-bromo-2-(4-methylpiperazin-1-yl)quinazolin-4(3H)-one